F[C@@H]1COCC[C@H]1N1C=C(C(=CC1=O)NC1CCN(CC1)C)C(=O)OC methyl 1-((3s,4r)-3-fluorotetrahydro-2H-pyran-4-yl)-4-((1-methylpiperidin-4-yl) amino)-6-oxo-1,6-dihydropyridine-3-carboxylate